(trans)-4-((R)-7-(4-Chloro-3-(trifluoromethyl)benzoyl)-2-(isopropylamino)-6-methyl-4-oxo-5,6,7,8-tetrahydropyrido[3,4-d]pyrimidin-3(4H)-yl)-N-isopropylcyclohexanecarboxamide ClC1=C(C=C(C(=O)N2CC=3N=C(N(C(C3C[C@H]2C)=O)[C@@H]2CC[C@H](CC2)C(=O)NC(C)C)NC(C)C)C=C1)C(F)(F)F